bis(2,4-di-t-butyl-5-methylphenyl)pentaerythritol C(C)(C)(C)C1=C(C=C(C(=C1)C(C)(C)C)C)C(O)(C(CO)(CO)CO)C1=C(C=C(C(=C1)C)C(C)(C)C)C(C)(C)C